N,N-dimethylbutyl-sulfenamide CN(SCCCC)C